ClC1=CC=C(CNC(=O)NC2CC3(C2)CC(C3)CC(=O)N3C(CCC3)CO)C=C1 1-(4-chlorobenzyl)-3-(6-(2-(2-(hydroxymethyl)pyrrolidin-1-yl)-2-oxoethyl)spiro[3.3]hept-2-yl)urea